OCC1=C(C=NN1CCC1=NC=2NCCCC2C=C1)C(=O)NC(CC(=O)O)C1=CC=CC=C1 3-(5-(hydroxymethyl)-1-(2-(5,6,7,8-tetrahydro-1,8-naphthyridin-2-yl)ethyl)-1H-pyrazole-4-carboxamido)-3-phenylpropionic acid